tris[2-phenyl-2-methyl-propyl]aluminum C1(=CC=CC=C1)C(C[Al](CC(C)(C1=CC=CC=C1)C)CC(C)(C1=CC=CC=C1)C)(C)C